COC1=CC=C(CC=2N(C3=C(C(N(C=4C=C(C=CC34)N3CCCC3)C=3C(=NC=CC3)C)=O)N2)C)C=C1 2-(4-methoxybenzyl)-1-methyl-5-(2-methylpyridin-3-yl)-7-(pyrrolidin-1-yl)-1,5-dihydro-4H-imidazo[4,5-c]quinolin-4-one